2-(6-chloropyridin-3-yl)acrylate ClC1=CC=C(C=N1)C(C(=O)[O-])=C